ClC1=C(C=C(C=C1)F)C(O)C=1C=2N(C=CC1N=C(C1=CC=CC=C1)C1=CC=CC=C1)C=CN2 (2-chloro-5-fluorophenyl)(7-((diphenylmethylene)amino)imidazolo[1,2-a]pyridin-8-yl)methanol